4,5,6-tris(dibenzo[b,d]thiophen-2-yl)-4'-(3,6-dimethyl-9H-carbazol-9-yl)-3-(2,6-diphenylpyrimidin-4-yl)-[1,1'-biphenyl]-2-carbonitrile C1=C(C=CC=2SC3=C(C21)C=CC=C3)C=3C(=C(C(=C(C3C3=CC2=C(SC1=C2C=CC=C1)C=C3)C3=CC1=C(SC2=C1C=CC=C2)C=C3)C3=CC=C(C=C3)N3C2=CC=C(C=C2C=2C=C(C=CC32)C)C)C#N)C3=NC(=NC(=C3)C3=CC=CC=C3)C3=CC=CC=C3